NCC1=NNC(C2=CC=C(C=C12)C=1C=NN(C1C1=C(C#N)C(=CC(=C1F)Cl)N1CC(C1)(F)F)C)=O 2-(4-(4-(aminomethyl)-1-oxo-1,2-dihydrophthalazin-6-yl)-1-methyl-1H-pyrazol-5-yl)-4-chloro-6-(3,3-difluoroazetidin-1-yl)-3-fluorobenzonitrile